CO.C(C)OP(=O)(OCC)C#N diethyl-cyanophosphate-methanol